6-(Oxetan-3-yloxy)nicotinic acid methyl ester COC(C1=CN=C(C=C1)OC1COC1)=O